ClC=1C=C(C=C(C1)F)[C@@H]1N(OCC1)C1=CC(=NC=N1)NC=1C(=CC(=C(C1)NC(C=C)=O)N1CCC(CC1)N1CCN(CC1)C1CCC1)OC N-(5-((6-((R)-3-(3-chloro-5-fluorophenyl)-isoxazolidine-2-yl)pyrimidine-4-yl)amino)-2-(4-(4-cyclobutylpiperazine-1-yl)piperidine-1-yl)-4-methoxyphenyl)acrylamide